CC(=O)NC1=C(C=CC(=C1Cl)N)F n-(3-amino-2-chloro-6-fluorophenyl)acetamide